C(C)(C)(C)OC(=O)N(C=1SC(=C(N1)C)C=1C=NN(C1)C1CCCC1)C(=O)OC(C)(C)C N,N-bis-tert-butoxycarbonyl-4-methyl-5-(1-cyclopentylpyrazol-4-yl)-1,3-thiazol-2-amine